2-[6-methyl-3-oxo-2-(p-tolyl)pyridazine-4-carbonyl]cyclohexane-1,3-dione CC=1C=C(C(N(N1)C1=CC=C(C=C1)C)=O)C(=O)C1C(CCCC1=O)=O